NC(CN1CC(C1)OC1=C(C2=C(C3C(B(O2)O)C3)C=C1)C(=O)O)(C)C(=O)O 5-({1-(2-amino-2-carboxypropyl)azetidin-3-yl}oxy)-2-hydroxy-1,1a,2,7b-tetrahydrocyclopropa[c][1,2]benzoxaborinine-4-carboxylic acid